C(CCC)(=O)OCCOS(=O)(=O)C 2-[(methylsulfonyl) oxy]Ethyl butyrate